Dimethyl butynedioate C(C#CC(=O)OC)(=O)OC